(1S)-1-[2-(trifluoromethyl)pyrimidin-5-yl]ethylamine hydrochloride Cl.FC(C1=NC=C(C=N1)[C@H](C)N)(F)F